N5-((R)-2-Cyclopropyl-3-oxo-3-(((S)-11-oxo-2,3,10,11-tetrahydro-1H,5H-benzo[d]pyrazolo[1,2-a][1,2]diazepin-10-yl)amino)propyl)-N2-isopropyl-4-methylthiazol-2,5-dicarboxamid C1(CC1)[C@H](CNC(=O)C1=C(N=C(S1)C(=O)NC(C)C)C)C(N[C@H]1C2=C(CN3N(C1=O)CCC3)C=CC=C2)=O